NC=1C(NC(N(N1)C1=CC(=C(C(=C1)C)CC1=C2C=3C(C(NC3C=C1)=O)(CCC2)C)C)=O)=O 6-amino-2-(3,5-dimethyl-4-((2a-methyl-2-oxo-1,2,2a,3,4,5-hexahydrobenzo[cd]indol-6-yl)methyl)phenyl)-1,2,4-triazine-3,5(2H,4H)-dione